ethyl-4-methyl-2-acetoacetylthiazolamide C(C)C1=C(NC(S1)(C(=O)N)C(CC(=O)C)=O)C